2-azabicyclo[2.2.1]hept-5-ene-3-one C12NC(C(C=C1)C2)=O